BrC1=CC=C2C(C(N(C2=C1)CC(CCCC)CC)=O)=C1C(N(C2=CC(=CC=C12)Br)CC(CCCC)CC)=O 6,6'-dibromo-1,1'-bis(2-ethylhexyl)-[3,3'-biindole]-2,2'-dione